7-((5-(4-hydroxypiperidin-1-yl)pyridin-2-yl)amino)-4-(2-methyl-2H-pyrrolo[2,3-c]pyridazin-5-yl)isoindolin-1-one OC1CCN(CC1)C=1C=CC(=NC1)NC=1C=CC(=C2CNC(C12)=O)C=1C=NC2=NN(C=CC21)C